ClC=1C=C(C=NC1OC)C=1N=C2N(C(C1)=O)C=C(C=C2)N2CCNCC2 2-(5-chloro-6-methoxypyridin-3-yl)-7-(piperazin-1-yl)-4H-pyrido[1,2-a]pyrimidin-4-one